Sodium difluorobromoacetate FC(C(=O)[O-])(Br)F.[Na+]